CN(C1CC2CCC(C1)N2CCC#N)C2=C1C=CC=NC1=CC(=N2)NC2=NNC(=C2)C 3-((3-exo)-3-(methyl-(7-((5-methyl-1H-pyrazol-3-yl)amino)-1,6-naphthyridin-5-yl)amino)-8-azabicyclo[3.2.1]octane-8-yl)propionitrile